mercury-zinc [Zn].[Hg]